N1N=CC2=CC=CC(=C12)C1=C2C=CN(C(C2=CN=C1)=O)CC=1N=C2N(C=C(C=C2)C)C1 5-(1H-indazol-7-yl)-2-({6-methylimidazo[1,2-a]pyridin-2-yl}methyl)-1,2-dihydro-2,7-naphthyridin-1-one